dimethylpyrimidin CC1=CC(=NC=N1)C